Methyl ((1R,3R)-3-(6-((6-chloro-4-(2-hydroxypropan-2-yl)-8-(trifluoromethyl)quinolin-2-yl)amino)-3-(methyl-d3)-2-oxo-2,3-dihydro-1H-imidazo[4,5-c]pyridin-1-yl)cyclopentyl)carbamate ClC=1C=C2C(=CC(=NC2=C(C1)C(F)(F)F)NC1=CC2=C(C=N1)N(C(N2[C@H]2C[C@@H](CC2)NC(OC)=O)=O)C([2H])([2H])[2H])C(C)(C)O